OCCCN1CCC1 1-(3-hydroxypropyl)azetidin